Cl.O1CC[C@H](C2=CC=CC=C12)NC(=O)[C@@H]1CC[C@H]2N1C([C@H](CNCC2)NC([C@H](C)N(CC=2OC(OC2C)=O)C)=O)=O (5S,8S,10aR)-N-((R)-chroman-4-yl)-5-((S)-2-(methyl((5-methyl-2-oxo-1,3-dioxol-4-yl)methyl)amino)propanamido)-6-oxodecahydropyrrolo[1,2-a][1,5]diazocine-8-carboxamide hydrochloride